C(C)(C)(C)OC(NC1=C2N=CN(C2=NC(=N1)F)[C@@H]1O[C@@]([C@H](C1)O)(CO)C#C)=O (9-((2R,4S,5R)-5-ethynyl-4-hydroxy-5-(hydroxymethyl)tetrahydrofuran-2-yl)-2-fluoro-9H-purin-6-yl)carbamic acid tert-butyl ester